[Zn].[Cu].[Ni] nickel-copper zinc